CS(=O)(=O)[C@@H]1C[C@@]2([C@@H](C[C@H]3[C@@H]4CC[C@H]([C@@H](CCCC(C)C)C)[C@]4(CC[C@@H]3[C@]2(CC1)C)C)NCCC=1N=CNC1)O 3β-methylsulfonyl-5α-hydroxy-6β-[2-(1H-imidazol-4-yl)ethylamino]-cholestane